ClC=1C(=NC=CC1C1=C(C(=CC=C1)C1=NC(=C(C=C1)CNC[C@H]1NC(CC1)=O)OC)Cl)C1=CC(=C(CN2C[C@@H](CC2)C(=O)O)C=C1)OC (R)-1-(4-(3-chloro-4-(2-chloro-3-(6-methoxy-5-(((((S)-5-oxopyrrolidin-2-yl)methyl)amino)methyl)pyridin-2-yl)phenyl)pyridin-2-yl)-2-methoxybenzyl)pyrrolidine-3-carboxylic acid